5-(3,6-diazabicyclo[3.1.1]heptan-6-yl)-2-(2,6-dioxopiperidin-3-yl)-4-fluoroisoindoline-1,3-dione C12CNCC(N1C=1C(=C3C(N(C(C3=CC1)=O)C1C(NC(CC1)=O)=O)=O)F)C2